1-(2-bromoethoxy)-4-(3-methanesulfonylpropanesulfonyl)benzene BrCCOC1=CC=C(C=C1)S(=O)(=O)CCCS(=O)(=O)C